2-[6-(1,3,4-thiadiazol-2-yl)pyrazin-2-yl]-8-[4-(trifluoromethyl)pyridin-2-yl]-2,8-diazaspiro[4.5]decane S1C(=NN=C1)C1=CN=CC(=N1)N1CC2(CC1)CCN(CC2)C2=NC=CC(=C2)C(F)(F)F